1-(3,5-dihydro-2H-1,4-benzoxazepin-4-yl)-2,2-dimethyl-butan-1-one O1CCN(CC2=C1C=CC=C2)C(C(CC)(C)C)=O